CC1(CN(CC1)CC1=CC(=NC=C1)C=1C=C2CN(C(C2=CC1)=O)C1C(NC(CC1)=O)=O)C 3-(5-(4-((3,3-dimethylpyrrolidin-1-yl)methyl)pyridin-2-yl)-1-oxoisoindolin-2-yl)piperidine-2,6-dione